C1(CC1)S(=O)(=O)NC1=NC=CC(=N1)C(CC)NC(C1=CC=C(C=C1)C1=NC(=CN=C1)OC(C)C)=O N-(1-(2-(cyclopropanesulfonamido)pyrimidin-4-yl)propyl)-4-(6-isopropoxypyrazin-2-yl)benzamide